3-{4,5-difluoro-2',6'-dimethyl-[1,1'-biphenyl]-3-yl}-3-[(2S)-4-methyl-2-[(1-methyl-6-oxo-1,6-dihydropyrimidin-5-yl)formamido]pentanamido]propanoic acid FC1=C(C=C(C=C1F)C1=C(C=CC=C1C)C)C(CC(=O)O)NC([C@H](CC(C)C)NC(=O)C1=CN=CN(C1=O)C)=O